N-(3-((1R)-1-((8-methyl-6-(1-methylpyrrolidin-3-yl)-7-oxo-7,8-dihydropyrido[2,3-d]pyrimidin-4-yl)amino)ethyl)-5-(trifluoromethyl)phenyl)acetamide CN1C(C(=CC2=C1N=CN=C2N[C@H](C)C=2C=C(C=C(C2)C(F)(F)F)NC(C)=O)C2CN(CC2)C)=O